CC1=C(C=NC(=C1)N1CCOCC1)NC1=NC=C(C(=C1)NCCCN1C(CCCC1)=O)C(F)(F)F 1-(3-((2-((4-methyl-6-morpholinopyridin-3-yl)amino)-5-(trifluoromethyl)pyridin-4-yl)amino)propyl)piperidin-2-one